OC(CN1CCNCC1)(C)C 4-(2-hydroxy-2-methylpropyl)piperazine